1'-((3,6-difluoro-4-oxo-4,5-dihydropyrrolo[1,2-a]quinoxalin-7-yl)methyl)-N,3'-dimethyl-1',2',3',6'-tetrahydro-[3,4'-bipyridine]-6-carboxamide FC=1C=CN2C1C(NC1=C(C(=CC=C21)CN2CC(C(=CC2)C=2C=NC(=CC2)C(=O)NC)C)F)=O